C1(CC1)C1=NC=C2C(=N1)N(N=C2)C 6-cyclopropyl-1-methyl-1H-pyrazolo[3,4-d]pyrimidin